tert-Butyl {(3S)-1-[3-({[3-[(tert-butoxycarbonyl)amino]-2-(2,6-difluorophenyl)-1,3-thiazol-4-yl]carbonyl}amino)-7-oxo-6,7-dihydro-5H-cyclopenta[b]pyridin-4-yl]piperidin-3-yl}carbamate C(C)(C)(C)OC(=O)NN1C(SC=C1C(=O)NC=1C(=C2C(=NC1)C(CC2)=O)N2C[C@H](CCC2)NC(OC(C)(C)C)=O)C2=C(C=CC=C2F)F